4-isopropyl-2-[[(3S)-3-methyl-1-piperidinyl]methyl]-6-[3-[3-[(4-methyl-1,2,4-triazol-3-yl)methyl]oxetane-3-yl]phenyl]-1-(p-tolylsulfonyl)pyrrolo[2,3-c]pyridin-7-one C(C)(C)C=1C2=C(C(N(C1)C1=CC(=CC=C1)C1(COC1)CC1=NN=CN1C)=O)N(C(=C2)CN2C[C@H](CCC2)C)S(=O)(=O)C2=CC=C(C=C2)C